C=CC#C but-3-yneN